N-(3-(2-chloropyrimidin-4-yl)-5-fluoro-2-methylphenyl)-3-isopropoxylazetidine-1-carboxamide ClC1=NC=CC(=N1)C=1C(=C(C=C(C1)F)NC(=O)N1CC(C1)OC(C)C)C